6-((2R,3S)-2-amino-3-fluorobutyl)-2-chloro-7-methyl-N-(thiophen-2-ylmethyl)pyrrolo[2,1-f][1,2,4]triazin-4-amine N[C@H](CC=1C=C2C(=NC(=NN2C1C)Cl)NCC=1SC=CC1)[C@H](C)F